2-ethylbutyl ((S)-(((2R,3R,4R,5R)-5-(4-aminopyrrolo[2,1-f][1,2,4]triazin-7-yl)-5-cyano-3,4-bis((ethoxycarbonyl)oxy)tetrahydrofuran-2-yl)methoxy)(phenoxy)phosphoryl)-L-alaninate NC1=NC=NN2C1=CC=C2[C@]2([C@@H]([C@@H]([C@H](O2)CO[P@](=O)(OC2=CC=CC=C2)N[C@@H](C)C(=O)OCC(CC)CC)OC(=O)OCC)OC(=O)OCC)C#N